2-(Benzylsulfanyl)-3-methylbenzonitrile C(C1=CC=CC=C1)SC1=C(C#N)C=CC=C1C